C(C)(=O)OC1C2C3C=CCC3C(C1)C2 4,7-Methano-3a,4,5,6,7,7a-hexahydro-5-indenyl acetate